2-[(benzyloxy)methyl]-3-methylcyclopropane C(C1=CC=CC=C1)OCC1CC1C